2-(3-Oxa-7-azabicyclo[3.3.1]nonan-7-yl)-N-(4-((4-fluoro-3-(trifluoromethyl)phenyl)carbamoyl)pyridin-3-yl)-6-methoxybenzo[d]thiazole-7-carboxamide C12COCC(CN(C1)C=1SC3=C(N1)C=CC(=C3C(=O)NC=3C=NC=CC3C(NC3=CC(=C(C=C3)F)C(F)(F)F)=O)OC)C2